fluoro-5-(pyrrolidin-1-ylmethyl)benzaldehyde FC1=C(C=O)C=C(C=C1)CN1CCCC1